2,3,4,6-tetra-O-acetyl-β-D-glucopyranosylazide C(C)(=O)O[C@H]1[C@@H](O[C@@H]([C@H]([C@@H]1OC(C)=O)OC(C)=O)COC(C)=O)N=[N+]=[N-]